CC(C(=O)O)(C)C1=NC(=NC(=C1)N1[C@@H](COCC1)C)C1=C2C(=NC=C1)NC=C2 (R)-2-methyl-2-(6-(3-methylmorpholino)-2-(1H-pyrrolo[2,3-b]pyridin-4-yl)pyrimidin-4-yl)propionic acid